N-(3-thioureidophenyl)acetamide N(C(=S)N)C=1C=C(C=CC1)NC(C)=O